C(C)(C)(C)OC(=O)N[C@H](C(=O)O)CC1=CC=NC=C1 (S)-2-((tert-butoxycarbonyl)amino)-3-(pyridin-4-yl)propanoic acid